ClC1=CC=C(C=C1)C1(N(C(C2=CC=CC(=C12)F)=O)CC1=NC=C(C=N1)Cl)OCCO 3-(4-chlorophenyl)-2-((5-chloropyrimidin-2-yl)methyl)-4-fluoro-3-(2-hydroxyethoxy)isoindolin-1-one